(R)-2-((1-(6-methyl-4-oxo-2-(piperidin-1-yl)-4H-chromen-8-yl)ethyl)amino)benzoic acid CC=1C=C2C(C=C(OC2=C(C1)[C@@H](C)NC1=C(C(=O)O)C=CC=C1)N1CCCCC1)=O